C(C)(C)(C)OC(N[C@@H]1CNCC[C@H]1F)=O ((3R,4R)-4-fluoropiperidin-3-yl)carbamic acid tert-butyl ester